4-(quinolin-3-yl)pyrimidine N1=CC(=CC2=CC=CC=C12)C1=NC=NC=C1